2-((2-(Methacryloyloxy)ethoxy)carbonyl)cyclohexane-1-carboxylic acid C(C(=C)C)(=O)OCCOC(=O)C1C(CCCC1)C(=O)O